48-(((benzyloxy)carbonyl)amino)-3,16,29,42-tetraoxo-1-phenyl-2,20,23,26,33,36,39-heptaoxa-17,30,43-triazanonatetracontan-49-oic acid C(C1=CC=CC=C1)OC(=O)NC(CCCCNC(CCOCCOCCOCCNC(CCOCCOCCOCCNC(CCCCCCCCCCCCC(OCC1=CC=CC=C1)=O)=O)=O)=O)C(=O)O